BrC1=CC2=C3N(N=C2C=C1)CCC3C 8-bromo-1-methyl-2,3-dihydro-1H-pyrrolo[1,2-b]indazole